4-methoxycyclohexan-1-amine COC1CCC(CC1)N